Diethyl {4-[3,6-di(thiophen-3-yl)-9H-carbazol-9-yl]butyl}phosphonate S1C=C(C=C1)C=1C=CC=2N(C3=CC=C(C=C3C2C1)C1=CSC=C1)CCCCP(OCC)(OCC)=O